N-(4-((2-amino-3-(3-hydroxyprop-1-yn-1-yl)pyridin-4-yl)oxy)-3,5-difluorophenyl)-1-(3-chloropyridin-2-yl)-5-(trifluoromethyl)-1H-pyrazole-4-carboxamide NC1=NC=CC(=C1C#CCO)OC1=C(C=C(C=C1F)NC(=O)C=1C=NN(C1C(F)(F)F)C1=NC=CC=C1Cl)F